7-Methoxy-2-methyl-1-(4,4,4-trifluorobutyl)-1H-benzo[d]imidazole COC1=CC=CC2=C1N(C(=N2)C)CCCC(F)(F)F